Ethyl (R,3S)-3-[(4-iodo-5-methyl-2-pyridyl)carbamoyl]cyclohexanecarboxylate IC1=CC(=NC=C1C)NC(=O)[C@@H]1C[C@@H](CCC1)C(=O)OCC